CN1N=CC(=C1)C=1NC=C(C1)C=1C=NC(=CC1)N1CCNCC1 2-(1-methyl-1H-pyrazol-4-yl)-4-(6-(piperazin-1-yl)pyridin-3-yl)-1H-pyrrole